3-(3-(4-(3-(2-methoxyphenyl)ureido)phenoxy)azetidin-1-yl)2-(1H-pyrrol-1-yl)benzoic acid COC1=C(C=CC=C1)NC(NC1=CC=C(OC2CN(C2)C=2C(=C(C(=O)O)C=CC2)N2C=CC=C2)C=C1)=O